CO[C@@H]1C[C@@H](C[C@@H](C1)NC=1C2=C(N=CN1)SC(=C2)CC(F)(F)F)NC(OCC2=CC=CC=C2)=O benzyl [(1R,3S,5S)-3-methoxy-5-{[6-(2,2,2-trifluoroethyl)thieno[2,3-d]pyrimidin-4-yl]amino}cyclohexyl]carbamate